CN(C=1C=C(C=CC1)C=1N=C2N(C(C1)=O)C=C(C=C2)N2C[C@@H](NCC2)C)C 2-[3-(dimethylamino)phenyl]-7-[(3S)-3-methylpiperazin-1-yl]-4H-pyrido[1,2-a]pyrimidin-4-one